C1(=[C+]C=CC=C1)[P+](C1=CC=CC=C1)(C1=CC=CC=C1)CC benzen-2-ylium-1-yl(ethyl)diphenylphosphanium